FC1(CN(CC1)C1=CC(=CC(=N1)N1CCC=2C=C(N=CC2C1)C(=O)O)F)F 7-(6-(3,3-Difluoropyrrolidin-1-yl)-4-fluoropyridin-2-yl)-5,6,7,8-tetrahydro-2,7-naphthyridine-3-carboxylic acid